(S)-3-((4'-chloro-4,4-dimethyl-3,4,5,6-tetrahydro-[1,1'-biphenyl]-2-yl)methyl)-1,2,3,4,4a,5-hexahydrobenzo[b]pyrazino[1,2-d][1,4]oxazine-8-carboxylic acid ClC1=CC=C(C=C1)C1=C(CC(CC1)(C)C)CN1C[C@@H]2N(C3=C(OC2)C=C(C=C3)C(=O)O)CC1